COC1=CC=2C3=C(C(=NC2C=C1OCCCN1CCCC1)NCCC(F)(F)F)CCC3 8-methoxy-7-[3-(pyrrolidin-1-yl)propoxy]-N-(3,3,3-trifluoropropyl)-1H,2H,3H-cyclopenta[c]quinolin-4-amine